F[P-](F)(F)(F)(F)F.NC(=O)N urea hexafluorophosphate